N-phenyl-2-(9,9,10,10-tetramethyl-9,10-dihydrophenanthren-2-yl)-N-(3-(triphenylen-2-yl)phenyl)aniline C1(=CC=CC=C1)N(C1=C(C=CC=C1)C1=CC=2C(C(C3=CC=CC=C3C2C=C1)(C)C)(C)C)C1=CC(=CC=C1)C1=CC=2C3=CC=CC=C3C3=CC=CC=C3C2C=C1